ClC1=C(NC2=C(C=NC3=CC(=C(C=C23)OC)OCCCN2CCN(CC2)C)C#N)C=CC(=C1)OC1=CC=CC=C1 4-(2-chloro-4-phenoxyanilino)-6-methoxy-7-[3-(4-methylpiperazin-1-yl)propoxy]quinoline-3-carbonitrile